6-cyclobutyl-4-hydroxy-1-methylpyrido[3,4-d]pyridazine C1(CCC1)N1CC2=C(N=NC(=C2C=C1)C)O